ClC1=C(C=C(C=C1)C(F)(F)F)CCC1(CN(CCC1)C1=CC(=C(C(=C1)F)S(=O)(=O)N(C1=NC=NC=C1)CC1=C(C=C(C=C1)OC)OC)F)N(C)C 4-[3-[2-[2-Chloro-5-(trifluoromethyl)phenyl]ethyl]-3-(dimethylamino)-1-piperidyl]-N-[(2,4-dimethoxyphenyl)methyl]-2,6-difluoro-N-pyrimidin-4-yl-benzenesulfonamide